tris(2,2'-bipyridine) iron(II) hydrochloride Cl.[Fe+2].N1=C(C=CC=C1)C1=NC=CC=C1.N1=C(C=CC=C1)C1=NC=CC=C1.N1=C(C=CC=C1)C1=NC=CC=C1